4-(3-((5-bromo-2-((3-methyl-1-(8-methyl-8-azabicyclo[3.2.1]octan-3-yl)-1H-pyrazol-4-yl)amino)pyrimidin-4-yl)amino)propyl)morpholin-3-one BrC=1C(=NC(=NC1)NC=1C(=NN(C1)C1CC2CCC(C1)N2C)C)NCCCN2C(COCC2)=O